COC1=C(C=C2C=CC(=NC2=C1)C)C1=CN=C(O1)[C@H](CCCCCC(CC)=O)NC(=O)[C@H]1CC12CN(C2)C (S)-N-((S)-1-(5-(7-Methoxy-2-methylchinolin-6-yl)oxazol-2-yl)-7-oxononyl)-5-methyl-5-azaspiro[2.3]hexan-1-carboxamid